(E)-1-(2-Hydroxyphenyl)-3-(4-biphenylyl)-2-propene-1-one OC1=C(C=CC=C1)C(\C=C\C1=CC=C(C=C1)C1=CC=CC=C1)=O